(3R,4S)-1-(tert-butoxycarbonyl)-4-(4-fluorophenyl)-pyrrolidine-3-carboxylic acid C(C)(C)(C)OC(=O)N1C[C@@H]([C@H](C1)C1=CC=C(C=C1)F)C(=O)O